N-(3-fluoro-5-methanesulfonamidophenyl)-5-(3,5-difluoropyridin-2-yl)-1-methyl-1H-pyrrole-3-carboxamide FC=1C=C(C=C(C1)NS(=O)(=O)C)NC(=O)C1=CN(C(=C1)C1=NC=C(C=C1F)F)C